tert-butyl N-[2-(2-nitropyridin-4-yl)ethyl]carbamate [N+](=O)([O-])C1=NC=CC(=C1)CCNC(OC(C)(C)C)=O